C1(=CC=CC=C1)SC1=CC=C(C=C1)C1(C(=O)ON=CC(CCCCCC)=O)CC=CC=C1 1,2-Octandion-1-[4-(phenylthio)-phenyl]-2-(O-benzoyloxim)